tert-butyl N-(3,5-dimethyl-4-piperidyl)-N-ethyl-carbamate CC1CNCC(C1N(C(OC(C)(C)C)=O)CC)C